NC1=CC=C2C(=N1)CC1(OC2=O)CC1 aminospiro[cyclopropane-1,7'-pyrano[4,3-b]pyridin]-5'(8'H)-one